F[C@@H]1[C@@H](C1)C(=O)NC=1N=C2N(C=C(C=C2)C2=C(C(=CC=C2)F)COCCOC)C1 (1S,2S)-2-fluoro-N-(6-(3-fluoro-2-((2-methoxyethoxy)methyl)phenyl)imidazo[1,2-a]pyridin-2-yl)cyclopropanecarboxamide